[Ti].[V].[Nb].[Mo].[Cr].[Ni] nickel-chromium-molybdenum-niobium-vanadium-titanium